BrC1=NN2C(N=C(C=C2)N)=C1 2-bromopyrazolo[1,5-a]pyrimidin-5-amine